CCCCCCCCCCCCCCC(=O)OC[C@H](COP(=O)(O)OC[C@H](CO)O)OC(=O)CCCCCCCCC/C=C\C/C=C\CCCCC 1-pentadecanoyl-2-(11Z,14Z-eicosadienoyl)-glycero-3-phospho-(1'-sn-glycerol)